NC1=NNC2=C(C=C(C=C12)C1=CC(=NC=C1)NC(CC(F)(F)F)=O)C#CC(C)(C)C N-(4-(3-Amino-7-(3,3-dimethylbut-1-yn-1-yl)-1H-indazol-5-yl)pyridin-2-yl)-3,3,3-trifluoropropanamide